BrC1=CC=CC2=C1N(C=N2)CCCNCCCCNC(OC(C)(C)C)=O tert-butyl N-[4-[3-(7-bromobenzimidazol-1-yl)propylamino]butyl]carbamate